C(C)(CC)C=1N=C2N(C(C1C(C)C)=O)C1=C(N2)C=CC=C1 2-(sec-Butyl)-3-isopropylbenzo[4,5]imidazo[1,2-a]pyrimidin-4(10H)-one